C(C=C)SCC(=O)C=1C(OC2=C(C1)C=CC=C2)=O 3-(2-(allylsulfanyl)acetyl)benzopyran-2-one